CC1([C@H](C(N(C1)C1CCN(CC1)C1=NC=C(C=N1)C(F)(F)F)=O)OC[C@H](C)NC1=C(C(NN=C1)=O)C(F)(F)F)C 5-(((S)-1-(((R)-4,4-dimethyl-2-oxo-1-(1-(5-(trifluoromethyl)pyrimidin-2-yl)piperidin-4-yl)pyrrolidin-3-yl)oxy)propan-2-yl)amino)-4-(trifluoromethyl)pyridazin-3(2H)-one